C(C)(C)(C)OC(=O)NCC=1OC2=C(C1)C=C(C(=C2)C(=O)OC)C Methyl 2-(((tert-butoxycarbonyl)amino)methyl)-5-methylbenzofuran-6-carboxylate